benzyl-3-(oxazol-2-yl)urea hydrochloride Cl.C(C1=CC=CC=C1)NC(=O)NC=1OC=CN1